2-(4-Tert-butyl-2-fluoro-5-methoxy-phenyl)acetic acid C(C)(C)(C)C1=CC(=C(C=C1OC)CC(=O)O)F